tert-butyl 3-(2-((N-(tert-butoxycarbonyl)sulfamoyl) (cyclopropyl)amino) ethyl)azetidine-1-carboxylate C(C)(C)(C)OC(=O)NS(=O)(=O)N(CCC1CN(C1)C(=O)OC(C)(C)C)C1CC1